CC1=C(OC2=CC=C(C=C2)C2=CC=CN3C2=NS(CC3)(=O)=O)C=C(C=C1)C(F)(F)F 9-{4-[2-methyl-5-(trifluoromethyl)phenoxy]phenyl}-3,4-dihydropyrido[2,1-c][1,2,4]thiadiazine 2,2-dioxide